2-(2-Aminopyridin-4-yl)-5-chloro-3-ethyl-1H-indole-1-carboxylic acid tert-butyl ester C(C)(C)(C)OC(=O)N1C(=C(C2=CC(=CC=C12)Cl)CC)C1=CC(=NC=C1)N